ClC1=C(C=CC=C1)C=1SC=C(N1)C=1OC(=NN1)SC 2-(2-(2-chlorophenyl)thiazol-4-yl)-5-(methylthio)-1,3,4-oxadiazole